3-(6-(1-((1H-pyrrolo[3,2-c]pyridin-3-yl)methyl)-1H-1,2,3-triazol-4-yl)2-aminopyrimidin-4-yl)-2-methylbenzonitrile N1C=C(C=2C=NC=CC21)CN2N=NC(=C2)C2=CC(=NC(=N2)N)C=2C(=C(C#N)C=CC2)C